OB1OCC2=C1C=CC(=C2)\C=N\N(C2=NS(C1=C2C=C(C=C1)C)(=O)=O)CC(C)C N-[(E)-(1-hydroxy-3H-2,1-benzoxaborol-5-yl)methyleneamino]-N-isobutyl-5-methyl-1,1-dioxo-1,2-benzothiazol-3-amine